C(C)(=O)C1=C(C=C(C=C1)Cl)C=1C(=NN(C(C1)=O)[C@H](C(=O)NC1=CC=C(C(=O)O)C=C1)CC1=CC=CC=C1)OC1COC1 (S)-4-(2-(4-(2-acetyl-5-chlorophenyl)-6-oxo-3-(oxetan-3-yloxy)-pyridazin-1(6H)-yl)-3-phenylpropionamido)benzoic acid